7-{4-[4-(4-{4-[2-(2,6-Dioxopiperidin-3-yl)-1,3-dioxo-2,3-dihydro-1H-isoindol-5-yl]piperazin-1-yl}butoxy)phenyl]piperidin-1-yl}-4-methyl-1H-indole-3-carbonitrile O=C1NC(CCC1N1C(C2=CC=C(C=C2C1=O)N1CCN(CC1)CCCCOC1=CC=C(C=C1)C1CCN(CC1)C=1C=CC(=C2C(=CNC12)C#N)C)=O)=O